C(C)(C)N1C(=CC(C2=CC=C(C=C12)B1OC(C(O1)(C)C)(C)C)=O)C1N(CCC1)C(=O)OC(C)(C)C tert-butyl 2-(1-isopropyl-4-oxo-7-(4,4,5,5-tetramethyl-1,3,2-dioxaborolan-2-yl)-1,4-dihydroquinolin-2-yl)pyrrolidine-1-carboxylate